8-bromo-N-(4-(cyanomethyl)phenyl)-4,5-dihydrobenzo[b]thieno[2,3-d]oxepine-9-carboxamide BrC=1C(=CC2=C(OCCC3=C2SC=C3)C1)C(=O)NC1=CC=C(C=C1)CC#N